N-benzyl-valeramide C(C1=CC=CC=C1)NC(CCCC)=O